FC(S(=O)(=O)[O-])(F)F.FC(C=1C=C(C=C(C1)C(F)(F)F)S(=O)(=O)OC1=CC=C(C=C1)[S+](C1=CC=CC=C1)C1=CC=C(C=C1)OS(=O)(=O)C1=CC(=CC(=C1)C(F)(F)F)C(F)(F)F)(F)F bis[4-(3,5-di(trifluoromethyl)benzenesulfonyl-oxy)phenyl]phenylsulfonium perfluoromethane-sulfonate